COC(=O)C=1C(N=C(NC1)C=1SC=CN1)C1=C(C=C(C=C1)F)Cl 4-(2-chloro-4-fluoro-phenyl)-2-thiazol-2-yl-1,4-dihydropyrimidine-5-carboxylic acid methyl ester